1-(2-Chloropyridin-4-yl)-3-(3-(difluoromethyl)isothiazol-5-yl)urea ClC1=NC=CC(=C1)NC(=O)NC1=CC(=NS1)C(F)F